COC1=CC(=C(C=C1NC1=NC=CC(=N1)C1=CN(C2=CC=CC=C12)C)NC(OCC[Si](C)(C)C)=O)N(CCN(CCCONC)C)C 2-trimethylsilylethyl N-[4-methoxy-5-[[4-(1-methylindol-3-yl)pyrimidin-2-yl]amino]-2-[methyl-[2-[methyl-[3-(methylaminooxy) propyl]amino]ethyl]amino]phenyl]carbamate